N1=CN=C2NC=NC2=C1C=1C(=NC=CC1)NC=1C=C(C=CC1C)NC(CN1CCCCCC1)=O N-(3-((3-(9H-purin-6-yl)pyridin-2-yl)amino)-4-methylphenyl)-2-(azepan-1-yl)acetamide